CC1OC=2C=C(C=CC2C=2C=NC(=CC21)NC=2C=C(C=NC2)NC(OC(C)(C)C)=O)N2C(CCC2)=O tert-butyl (5-((5-methyl-8-(2-oxopyrrolidin-1-yl)-5H-chromeno[4,3-c]pyridin-3-yl)amino)pyridin-3-yl)carbamate